C1(CCCCC1)N1C2=NC(=NC(=C2N=C1)NC(=O)C=1SC(=CC1)[N+](=O)[O-])C=1C=NC(=CC1)OCC N-(9-cyclohexyl-2-(6-ethoxypyridin-3-yl)-9H-purin-6-yl)-5-nitrothiophene-2-carboxamide